CC(=CCC1C(CCC1)=O)CCC=C(C)C 2-(3,7-dimethyl-2,6-octadien-1-yl)cyclopentanone